FC1=CC=C(OC2=CC=C(C=C2)CCCCCCCCCCC(=O)O)C=C1 11-(4-(4-fluorophenoxy)phenyl)undecanoic acid